2-(6-nitro-3-pyridyl)oxazole [N+](=O)([O-])C1=CC=C(C=N1)C=1OC=CN1